3-(N-salicyloyl)amino-1,2,4-triazole ethyl-(2S)-2-amino-2-(tetrahydrofuran-3-yl)acetate C(C)OC([C@H](C1COCC1)N)=O.C(C=1C(O)=CC=CC1)(=O)NC1=NNC=N1